glucono-1,5-lactone 6-phosphate P(=O)(O)(O)OC[C@@H]1[C@H]([C@@H]([C@H](C(=O)O1)O)O)O